(S)-1-(chloromethyl)-4-(1-(methoxy-d3)ethyl)benzene-2,3,5,6-d4 tert-butyl-(1R,5S)-3-(2,7-dichloro-8-fluoropyrido[4,3-d]pyrimidin-4-yl)-3,8-diazabicyclo[3.2.1]octane-8-carboxylate C(C)(C)(C)OC(=O)N1[C@H]2CN(C[C@@H]1CC2)C=2C1=C(N=C(N2)Cl)C(=C(N=C1)Cl)F.ClCC1=C(C(=C(C(=C1[2H])[2H])[C@H](C)OC([2H])([2H])[2H])[2H])[2H]